8-bromo-6-iodo-quinazoline BrC=1C=C(C=C2C=NC=NC12)I